4-(8-(4-(2-(2-aminopyridin-3-yl)-5-phenyl-3H-imidazo[4,5-b]pyridin-3-yl)benzyl)-3,8-diazabicyclo[3.2.1]octan-3-yl)-2-hydroxybenzaldehyde NC1=NC=CC=C1C1=NC=2C(=NC(=CC2)C2=CC=CC=C2)N1C1=CC=C(CN2C3CN(CC2CC3)C3=CC(=C(C=O)C=C3)O)C=C1